3-ethyl-2-phenyl-6,7-dihydro-5H-cyclopenta[b]pyridin-4-amine C(C)C=1C(=C2C(=NC1C1=CC=CC=C1)CCC2)N